tert-butyl (3-((tert-butoxycarbonyl)amino)propyl)(9-(3-((tert-butoxycarbonyl)amino)propyl)-2,2-dimethyl-4,15,20-trioxo-3-oxa-5,9,16,19-tetraazanonatriacont-38-yn-14-yl)carbamate C(C)(C)(C)OC(=O)NCCCN(C(OC(C)(C)C)=O)C(CCCCN(CCCNC(OC(C)(C)C)=O)CCCNC(=O)OC(C)(C)C)C(NCCNC(CCCCCCCCCCCCCCCCCC#C)=O)=O